3-(3-(4-amino-7-((2-(trimethylsilyl)ethoxy)methyl)-7H-pyrrolo[2,3-d]pyrimidin-6-yl)-6-chloropyridin-2-yl)propan-1-ol NC=1C2=C(N=CN1)N(C(=C2)C=2C(=NC(=CC2)Cl)CCCO)COCC[Si](C)(C)C